2-butyloctyl 10-(3-(diethylamino)-N-(3-hydroxypropyl) propanamido)-11-(octylamino)-11-oxoundecanoate C(C)N(CCC(=O)N(CCCO)C(CCCCCCCCC(=O)OCC(CCCCCC)CCCC)C(=O)NCCCCCCCC)CC